C(CO)(=O)[O-].C(CO)(=O)[O-].C(CO)(=O)[O-].[Na+].[Bi+3] bismuth sodium triglycolate